C(C1=CC=CO1)=O furfuron